2-oxapentane COCCC